C1(=CC=CC=C1)N(C1=CC=2N(C=3C=CC=C4NC=5C=C(C=CC5B(C34)C2C=C1)C1=CC=CC=C1)C1=CC=CC=C1)C1=CC=CC=C1 N,N,5,11-tetraphenyl-5,9-dihydro-5,9-diaza-13b-bora-naphtho(3,2,1-de)anthracene-3-amine